[Ru].C1(=CC=CC=C1)C(PCCCCCC(C1=CC=CC=C1)(C1=CC=CC=C1)C1=CC=CC=C1)PCCCCCC(C1=CC=CC=C1)(C1=CC=CC=C1)C1=CC=CC=C1 phenylmethylenebis(triphenylhexylphosphine) ruthenium